4-hydroxybut-2-en-1-one OCC=CC=O